C(#N)N1C[C@@H](C[C@@H]1C)NC(=O)C=1OC(=NN1)C1=CC(=CC=C1)C(F)(F)F N-((3R,5S)-1-Cyano-5-methylpyrrolidin-3-yl)-5-(3-(trifluoromethyl)phenyl)-1,3,4-oxadiazole-2-carboxamide